(3-iodo-4-methylphenyl)-3-(trifluoromethyl)benzamide IC=1C=C(C=CC1C)C1=C(C(=O)N)C=CC=C1C(F)(F)F